p-Nitrophenyl 2-acetamido-3,4,6-tri-O-acetyl-2-deoxy-β-D-glucopyranoside C(C)(=O)N[C@H]1[C@H](OC2=CC=C(C=C2)[N+](=O)[O-])O[C@@H]([C@H]([C@@H]1OC(C)=O)OC(C)=O)COC(C)=O